C[C@H]1N[C@@H](CNC1)C (2R,6R)-2,6-dimethylpiperazine